ClC=1C=C2C(=CN=C(C2=CN1)N1[C@@H](CC1)C)C(C)C(CO)CO 2-(1-(6-chloro-1-((R)-2-methylazetidin-1-yl)-2,7-naphthyridin-4-yl)ethyl)propane-1,3-diol